tert-butyl (S)-2-formylpyrrolidin-1-carboxylate C(=O)[C@H]1N(CCC1)C(=O)OC(C)(C)C